5-bromo-2-[(dimethylamino)methyl]benzonitrile BrC=1C=CC(=C(C#N)C1)CN(C)C